O1CCOC2=C1C=CC(=C2)NS(=O)(=O)C2=CC=C(C=C2)CNC(=O)C2=CC=1C=NC=CC1N2 N-({4-[(2,3-dihydro-1,4-benzodioxin-6-yl)sulfamoyl]phenyl}methyl)-1H-pyrrolo[3,2-c]pyridine-2-carboxamide